(2S,11aR)-6-(cyclopropylmethoxy)-8-methyl-2-((2-oxo-1,2,3,4-tetrahydroquinolin-6-yl)oxy)-2,3,11,11a-tetrahydro-1H,5H-benzo[f]pyrrolo[2,1-c][1,4]oxazepin-5-one C1(CC1)COC1=CC(=CC2=C1C(N1[C@@H](CO2)C[C@@H](C1)OC=1C=C2CCC(NC2=CC1)=O)=O)C